6-(3'-amino-2-chloro-2'-methyl-[1,1'-biphenyl]-3-yl)-2-methoxypyridine-3-carboxaldehyde NC=1C(=C(C=CC1)C1=C(C(=CC=C1)C1=CC=C(C(=N1)OC)C=O)Cl)C